6-(4,4-difluoro-1-hydroxy-3H-2,1-benzoxaborole-7-yl)-4-methylphthalazin-1-amine FC1(C=CC(=C2C1COB2O)C=2C=C1C(=NN=C(C1=CC2)N)C)F